N-[(1S)-2-cyclobutyl-1-[[4-(3,5-dimethyl-1H-pyrazol-4-yl)phenyl]carbamoyl]propyl]-2-ethyl-pyrazole-3-carboxamide C1(CCC1)C([C@@H](C(NC1=CC=C(C=C1)C=1C(=NNC1C)C)=O)NC(=O)C=1N(N=CC1)CC)C